butylbishydroxyethylmethylammonium bis(trifluoromethanesulfonyl)imide [N-](S(=O)(=O)C(F)(F)F)S(=O)(=O)C(F)(F)F.C(CCC)[N+](C)(CCO)CCO